C(C)(C)(C)OC(=O)N1S(OC[C@H]1C1=CC(=CC=C1)Br)=O (4R)-4-(3-bromophenyl)-1,2,3-oxathiazolidine-3-carboxylic acid tert-butyl ester 2-oxide